N-[(2S)-3-(3,4-dihydro-2(1H)-isoquinolinyl)-2-hydroxypropyl]-6-(3-oxetylamino)-4-pyrimidinecarboxamide C1N(CCC2=CC=CC=C12)C[C@H](CNC(=O)C1=NC=NC(=C1)NC=1COC1)O